NCCC=1C=NC(=NC1)C1=C(C=C(C#N)C=C1)C(=O)C1=NC(=NC(=C1)N1CCOCC1)C 4-[5-(2-aminoethyl)pyrimidin-2-yl]-3-(2-methyl-6-morpholin-4-ylpyrimidine-4-carbonyl)benzonitrile